FC=1C=C2C(C[C@H]([C@@H](C2=CC1F)NC(=O)NC=1C(=NC(=C(C1)C)C=1C=NC(=NC1)C)C1=CC=CC=C1)O)(C)C 1-((1r,2r)-6,7-difluoro-2-hydroxy-4,4-dimethyl-1,2,3,4-tetrahydronaphthalen-1-yl)-3-(5-methyl-6-(2-methylpyrimidin-5-yl)-2-phenylpyridin-3-yl)urea